C(#C)C1=C(C(=C(C=N1)C1=C(C2=C(N=CN=C2C)N1C)C1=CC(=C(C=C1)OC1=NC=CC(=N1)C)F)C)OC 6-(6-ethynyl-5-methoxy-4-methylpyridin-3-yl)-5-(3-fluoro-4-((4-methylpyrimidin-2-yl)oxy)phenyl)-4,7-dimethyl-7H-pyrrolo[2,3-d]pyrimidine